CS(=O)(=N)C1=C(C=CC=C1)C1=NN2C(=NC=3C=CC=CC3C2=N1)NC=1C(N=CC=CC1)=O (3R)-3-({2-[2-(S-methylsulfonimidoyl)phenyl][1,2,4]triazolo[1,5-c]quinazolin-5-yl}amino)azepin-2-one